2-bromo-4-(methoxymethyl)-6-(methylsulfonyl)pyridine BrC1=NC(=CC(=C1)COC)S(=O)(=O)C